N-(3-fluoro-4-(1-isopropyl-6-(1-Boc-pyrazol-4-yl)-1H-indazol-5-yloxy)phenyl)-6-methyl-2-oxo-1-(4-fluorophenyl)-1,2-dihydropyridine-3-carboxamide FC=1C=C(C=CC1OC=1C=C2C=NN(C2=CC1C=1C=NN(C1)C(=O)OC(C)(C)C)C(C)C)NC(=O)C=1C(N(C(=CC1)C)C1=CC=C(C=C1)F)=O